4-((cis)-3-((tert-butoxycarbonyl)(methyl)amino)cyclobutoxy)-6-(1-methyl-1H-pyrazol-4-yl)pyrazolo[1,5-a]pyrazine-2-carboxylic acid C(C)(C)(C)OC(=O)N([C@H]1C[C@H](C1)OC=1C=2N(C=C(N1)C=1C=NN(C1)C)N=C(C2)C(=O)O)C